N-hydroxyl-1-((4'-(4-cyclopropylpiperazine-1-yl)-[1,1'-biphenyl]-4-yl)sulfonyl)-1,2,3,6-tetrahydropyridine-4-formamide ONC(=O)C=1CCN(CC1)S(=O)(=O)C1=CC=C(C=C1)C1=CC=C(C=C1)N1CCN(CC1)C1CC1